BrC1=C(C2=C(CN3[C@@H](CO2)CN(CC3)C(=O)OC(C)(C)C)C(=C1)F)F Tert-butyl (12aR)-9-bromo-7,10-difluoro-3,4,12,12a-tetrahydro-6H-pyrazino[2,1-c][1,4]benzoxazepine-2(1H)-carboxylate